N-tert-butyl-2-{[2-(3-methoxypyridin-2-yl)-5H,6H,7H-cyclopenta[d]pyrimidin-4-yl](methyl)amino}acetamide C(C)(C)(C)NC(CN(C)C=1C2=C(N=C(N1)C1=NC=CC=C1OC)CCC2)=O